C(C)(C)(C)C=1SC(=CN1)C(=O)NC1COCC2=CC(=CC=C12)C1=NC(=NC=C1)NC=1C=NN(C1)C 2-(tert-butyl)-N-(7-(2-((1-methyl-1H-pyrazol-4-yl)amino)pyrimidin-4-yl)isochroman-4-yl)thiazole-5-carboxamide